2-(2-chloro-2-oxoethyl)phenyl isobutyrate C(C(C)C)(=O)OC1=C(C=CC=C1)CC(=O)Cl